OC1=CC=C(C=C1)[C@H]1[C@@H]2[C@H](C3=CC(=CC=C3O1)O)CS(C2)(=O)=O (3aS,4R,9bR)-4-(4-Hydroxy-phenyl)-2,2-dioxo-1,2,3,3a,4,9b-hexahydro-5-oxa-2λ6-thia-cyclopenta[a]naphthalen-8-ol